BrC1=CC(=C(C(=C1)F)/N=C(\C)/NC1CC1)F (E)-N'-(4-bromo-2,6-difluorophenyl)-N-cyclopropylacetamidine